2-Amino-N-{[(19S)-19-ethyl-19-hydroxy-7-methoxy-14,18-dioxo-17-oxa-3,13-diazapentacyclo[11.8.0.02,11.04,9.015,20]henicosa-1(21),2,4,6,8,10,15(20)-heptaen-10-yl]methyl}acetamide NCC(=O)NCC=1C2=CC(=CC=C2N=C2C3=CC=4[C@@](C(OCC4C(N3CC12)=O)=O)(O)CC)OC